C(C)OC1=NC(=CC(=C1)C1=NC(=C(C(=C1)N(C)CC(COC)(C)C)[N+](=O)[O-])N)C(F)(F)F 2'-Ethoxy-N4-(3-methoxy-2,2-dimethylpropyl)-N4-methyl-5-nitro-6'-(trifluoromethyl)[2,4'-bipyridin]-4,6-diamine